ClC=1C=C(C=CC1OC1=CC=CC=C1)C1=NC2=CC(=C(C=C2C(=N1)N)OCCCN1CCOCC1)OC (3-chloro-4-phenoxyphenyl)-7-methoxy-6-(3-morpholinopropoxy)quinazolin-4-amine